N1(CCNCC1)C1(COC1)C1=CC=C(C=C1)S(=O)(=O)N 4-(3-(piperazin-1-yl)oxetan-3-yl)benzenesulfonamide